FC=1C=C(C=NC1)C=1N=C2N(N=C(C=C2)C)C1C(=O)N[C@@H]1C(NC2=C(C(=N1)C1=CC=CC=C1)C=CC=C2)=O 2-(5-Fluoropyridin-3-yl)-6-methyl-N-[(3S)-2-oxo-5-phenyl-1,3-dihydro-1,4-benzodiazepin-3-yl]imidazo[1,2-b]-pyridazine-3-carboxamide